C(CCCCCCCC)/C(/C(=O)[O-])=C/C(=O)[O-] nonylmaleate